2-(Aminooxy)ethan-1-ol NOCCO